NC1=NC(=CC(=N1)N1CCC2(C[C@H](NC2)C(=O)OCC)CC1)O[C@@H](C(F)(F)F)C1=C(C=C(C=C1)C1=CC(=C(C=C1)Cl)C)N1N=C(C=C1)C (S)-ethyl 8-(2-amino-6-((R)-1-(4'-chloro-3'-methyl-3-(3-methyl-1H-pyrazol-1-yl)-[1,1'-biphenyl]-4-yl)-2,2,2-trifluoroethoxy)pyrimidin-4-yl)-2,8-diazaspiro[4.5]decane-3-carboxylate